4-{2-[(S)-amino(cyclopentyl)methyl]-4-fluoro-1H-benzoimidazol-5-yl}-tetrahydrofuran-3-carboxylic acid methyl ester COC(=O)C1COCC1C1=C(C2=C(NC(=N2)[C@H](C2CCCC2)N)C=C1)F